2-(1-Benzofuran-5-sulfonyl)-5-(oxane-4-carbonyl)-1H,2H,3H,4H,5H,6H-pyrrolo[3,4-c]pyrrole O1C=CC2=C1C=CC(=C2)S(=O)(=O)N2CC=1CN(CC1C2)C(=O)C2CCOCC2